N-(behenyl)acrylamide C(CCCCCCCCCCCCCCCCCCCCC)NC(C=C)=O